C(C)(C)(C)OC(COCC1CCC(CC1)COC(NC1=CC=C(C=C1)Cl)=O)=O.FC=1C=C(C(=O)NC2=CC(=CC(=C2)C(=O)C=2C=C3N=C(C=NC3=CC2)N2CCOCC2)F)C=CC1F 3,4-difluoro-N-(3-fluoro-5-(3-morpholinoquinoxaline-6-carbonyl)phenyl)benzamide tert-Butyl-2-(((1r,4r)-4-((4-chlorophenylcarbamoyloxy)methyl)cyclohexyl)methoxy)acetate